2,2-dimethoxy-2-phenyl-1-phenylethanone COC(C(=O)C1=CC=CC=C1)(C1=CC=CC=C1)OC